FC=1C=C(CC2CN(C2)C(=O)N2C3=C(OCC2)C(=CN=C3)C3=CC=C(C#N)C=C3)C=CC1 4-(4-(3-(3-Fluorobenzyl)azetidine-1-carbonyl)-3,4-dihydro-2H-pyrido[4,3-b][1,4]oxazin-8-yl)benzonitrile